6-(methoxymethyl)benzoate COCC1=CC=CC=C1C(=O)[O-]